tert-Butyl 4-(3,5-bis(trifluoromethyl)phenyl)piperazine-1-carboxylate FC(C=1C=C(C=C(C1)C(F)(F)F)N1CCN(CC1)C(=O)OC(C)(C)C)(F)F